2-(4-((3-(1,8-naphthyridin-2-yl)propyl)(methyl)carbamoyl)piperidin-1-yl)acetic acid tert-butyl ester C(C)(C)(C)OC(CN1CCC(CC1)C(N(C)CCCC1=NC2=NC=CC=C2C=C1)=O)=O